2,3-dimethoxy-1,4-benzoquinone COC=1C(C=CC(C1OC)=O)=O